FC1=C(CN2C(C(C3=CC=CC=C23)=O)=O)C=CC=C1F 1-(2,3-difluoro-benzyl)-indoline-2,3-dione